(1S)-4,6-Di-fluorobenzene FC1=CC=CC(=C1)F